(S)-2-(5-(1,1-difluoroethyl)-3-fluoro-2-methoxyphenyl)-2-((R)-3-((5-(5,6,7,8-tetrahydro-1,8-naphthyridin-2-yl)pentyl)oxy)pyrrolidin-1-yl)acetic acid FC(C)(F)C=1C=C(C(=C(C1)[C@@H](C(=O)O)N1C[C@@H](CC1)OCCCCCC1=NC=2NCCCC2C=C1)OC)F